(S)-2-amino-1-(3,3-difluoroazetidin-1-yl)propan-1-one trifluoroacetate FC(C(=O)O)(F)F.N[C@H](C(=O)N1CC(C1)(F)F)C